ClC=1C=C(C=CC1)NC(NC1=C(C(=O)NCC)C=CC(=C1)F)=O 2-[3-(3-chlorophenyl)ureido]-4-fluoro-N-ethylbenzamide